OCCOC1=CC=C(C=C1)C(C)(C)C1=CC=C(C=C1)OCCO 2,2-Bis-(4-β-hydroxyethoxy-phenyl)-propan